C(#N)C[C@@H]1N(CCN(C1)C=1C2=C(N=C(N1)OCC13CCCN3CCC1)C(=C(N=C2)C2=CC=CC=1CCCCC21)F)C(=O)OC(C)(C)C tert-butyl (S)-2-(cyanomethyl)-4-(8-fluoro-2-((tetrahydro-1H-pyrrolizin-7a(5H)-yl)methoxy)-7-(5,6,7,8-tetrahydronaphthalen-1-yl)pyridino[4,3-d]pyrimidin-4-yl)piperazine-1-carboxylate